3-(9H-carbazol-9-yl-d8)aniline C1(=C(C(=C(C=2C3=C(C(=C(C(=C3N(C12)C=1C=C(N)C=CC1)[2H])[2H])[2H])[2H])[2H])[2H])[2H])[2H]